2-propanesulfonyloxyiminothiophen C(CC)S(=O)(=O)ON=C1SC=CC1